2,2-bis(4-(2-mercaptopropoxy)-5-methylphenyl)propane SC(COC1=CC=C(C=C1C)C(C)(C)C1=CC=C(C(=C1)C)OCC(C)S)C